3-methylnonane CC(CC)CCCCCC